C[C@@]12CC[C@@H](C1(C)C)C(=O)C2=O (1R)-(-)-camphorquinone